CCCCCCCCCCCCCCCC(=O)O[C@H](COC(=O)CCCCCCCCCCCCC)COP(=O)([O-])OC[C@H](CO)O The molecule is a 1,2-diacyl-sn-glycero-3-phospho-(1'-sn-glycerol)(1-) in which the 1- and 2-acyl groups are specified as tetradecanoyl (myristoyl) and hexadecanoyl (palmitoyl) respectively; major species at pH 7.3. It is a conjugate base of a 2-hexadecanoyl-1-tetradecanoyl-sn-glycero-3-phospho-(1'-sn-glycerol).